6,7-DIMETHYL-1H-INDOLE-3-CARBOXALDEHYDE CC1=CC=C2C(=CNC2=C1C)C=O